C(#N)C1=C(N)C=C(C=C1)[N+](=O)[O-] 2-Cyano-5-nitroaniline